(Z)-N-(4-fluorophenyl)-2-(5-methyl-2-oxoindolin-3-ylidene)hydrazinecarbothioamide FC1=CC=C(C=C1)NC(=S)N\N=C\1/C(NC2=CC=C(C=C12)C)=O